NC1CC2(CC(C2)N2N=CC(=C2)C(=O)NC2=CC(=CC(=C2)NS(=O)(=O)C)Cl)C1 1-(6-aminospiro[3.3]heptan-2-yl)-N-(3-chloro-5-(methylsulfonamido)phenyl)-1H-pyrazole-4-carboxamide